(2S,4R)-4-hydroxy-2-[[2-oxo-3-[2-(trifluoromethyl)phenyl]propyl]carbamoyl]pyrrolidine-1-carboxylic acid tert-butyl ester C(C)(C)(C)OC(=O)N1[C@@H](C[C@H](C1)O)C(NCC(CC1=C(C=CC=C1)C(F)(F)F)=O)=O